N=C(C)C1=C(C(N)=S)C=CC(=C1[N+](=O)[O-])C (1-Iminoethyl)-4-methyl-3-nitrobenzothioamide